tert-butyl ((2-(3-bromo-4-fluoro-1H-pyrazol-1-yl)-1,6-naphthyridin-7-yl)methyl)carbamate BrC1=NN(C=C1F)C1=NC2=CC(=NC=C2C=C1)CNC(OC(C)(C)C)=O